(4-((6-amino-5-(butylamino)-2-methylpyridin-3-yl)methyl)phenyl)methanol NC1=C(C=C(C(=N1)C)CC1=CC=C(C=C1)CO)NCCCC